S1C(NN=C1)=S 1,3,4-thiadiazole-2(3H)-thione